4-(trifluoromethyl)pyrimidine-2-carboxylic acid FC(C1=NC(=NC=C1)C(=O)O)(F)F